COC(=O)C1=CC(=C2C(=N1)SC(=N2)NC(=O)OC(C)(C)C)OC 2-((tert-Butoxycarbonyl)amino)-7-methoxythiazolo[5,4-b]pyridine-5-carboxylic acid methyl ester